2-((1r,4r)-4-(dibenzylamino)cyclohexyl)propan-2-ol C(C1=CC=CC=C1)N(C1CCC(CC1)C(C)(C)O)CC1=CC=CC=C1